C(C)C1(COC1)OCCCCC 3-ethyl-3-(pentyloxy)oxetane